6-chloroguanosine-5'-triphosphate P(O)(=O)(OP(=O)(O)OP(=O)(O)O)OC[C@@H]1[C@H]([C@H]([C@@H](O1)N1C=NC=2C(O)(NC(N)=NC12)Cl)O)O